(trans)-methyl 4-(2-chloro-4-fluorophenyl)-6-(1-((3-(methoxycarbonyl)cyclobutyl)sulfonyl)piperidin-4-yl)-2-(thiazol-2-yl)-1,4-dihydropyrimidine-5-carboxylate ClC1=C(C=CC(=C1)F)C1N=C(NC(=C1C(=O)OC)C1CCN(CC1)S(=O)(=O)[C@@H]1C[C@H](C1)C(=O)OC)C=1SC=CN1